3-(pyridin-4-yl)-1-(2,8-diazaspiro[4.5]decan-8-yl)-2,6-naphthyridine N1=CC=C(C=C1)C=1N=C(C2=CC=NC=C2C1)N1CCC2(CCNC2)CC1